C(C)(=O)O[C@H]1[C@H](O[C@H]([C@@H]([C@H]1OC(C)=O)NC(C)=O)OCCOCCOCCO)COC(C)=O (2R,3R,4R,5R,6R)-5-acetamido-2-(acetoxymethyl)-6-(2-(2-(2-hydroxyethoxy)ethoxy)ethoxy)tetrahydro-2H-pyran-3,4-diyl diacetate